C(CCCCCCC\C=C/CCCCCCCC)(=O)OC1CC(NC(C1)(C)C)(C)C 4-oleoyloxy-2,2,6,6-tetramethylpiperidine